C(C)(C)(C)OC(=O)N[C@@H](C(=O)OC)CC=1C=C2C=NNC2=C(C1)C Methyl (R)-2-((tert-butyloxycarbonyl)amino)-3-(7-methyl-1H-indazol-5-yl)propanoate